FC(S(=O)(=O)[O-])(F)F.[Si](C)(C)(C(C)(C)C)N=S(=O)(C)N1C=[N+](C=C1)C 1-(N-(tert-butyldimethylsilyl)-S-methylsulfonimidoyl)-3-methyl-1H-imidazol-3-ium trifluoromethane-sulfonate